6-chloro-7-(methylsulfonyl)-1H-indole-3-formaldehyde ClC1=CC=C2C(=CNC2=C1S(=O)(=O)C)C=O